N,N-dimethyl-L-valyl-N-methyl-L-valyl-L-prolyl-L-proline CN([C@@H](C(C)C)C(=O)N([C@@H](C(C)C)C(=O)N1[C@@H](CCC1)C(=O)N1[C@@H](CCC1)C(=O)O)C)C